(1R,2R)-1-(2,3-dihydrobenzo[b][1,4]dioxin-6-yl)-2-octanamido-3-(pyrrolidin-1-yl)propyl [1,4'-bipiperidine]-1'-carboxylate N1(CCCCC1)C1CCN(CC1)C(=O)O[C@@H]([C@@H](CN1CCCC1)NC(CCCCCCC)=O)C1=CC2=C(OCCO2)C=C1